Butyl (methyl-d3)(piperidin-4-yl)carbamate C([2H])([2H])([2H])N(C(OCCCC)=O)C1CCNCC1